ClC1=C(C=C2C(C(NC2=C1)=O)=C(O)C1=CC(=NO1)C)C1=CC=C(C=C1)OCC 6-Chloro-5-(4-ethoxy-phenyl)-3-[1-hydroxyl-(3-methyl-isoxazol-5-yl)-methylidene]-1,3-dihydro-indol-2-one